FC(C(=O)O)(F)F.FC(C(=O)O)(F)F.CC1=C(C(=O)NC2=CC(=C(C=C2)C=2CCNCC2)C)C=CC(=C1)C=1CCNCC1 2-methyl-N-(3-methyl-4-(1,2,3,6-tetrahydropyridin-4-yl)phenyl)-4-(1,2,3,6-tetrahydropyridin-4-yl)benzamide bistrifluoroacetic acid salt